5-CYANO-2-METHOXYPYRIDIN-3-YLBORONIC ACID C(#N)C=1C=C(C(=NC1)OC)B(O)O